5-(2,3-difluorobenzyl)-N-(4-(5-((4-hydroxy-4-methylpentyl)oxy)-2-methylphenyl)pyridin-2-yl)-4H-1,2,4-triazole-3-carboxamide FC1=C(CC=2NC(=NN2)C(=O)NC2=NC=CC(=C2)C2=C(C=CC(=C2)OCCCC(C)(C)O)C)C=CC=C1F